C1(=CC=CC=C1)[SiH]([Si]([Si](C=C)(C)C)(Cl)Cl)C1=CC=CC=C1 Diphenyldimethyl-vinyldichlorotrisilan